1-(hydroxymethyl)cyclobutane-1-carboxylic acid methyl ester COC(=O)C1(CCC1)CO